COCC1=NC2=CC(=CC(=C2N=C1)C=1SC2=C(N1)C=CC=C2)C 2-(2-(methoxymethyl)-7-methylquinoxalin-5-yl)benzo[d]Thiazole